CC(CO)CC(CCO)(C)C 2,4,4-trimethyl-1,6-dihydroxyhexane